4-((benzyloxy)amino)-2-trityl-2,4,5,7-tetrahydro-6H-pyrazolo[3,4-c]Pyridine-6,7-dicarboxylic acid 6-tert-butyl 7-methyl ester COC(=O)C1N(CC(C=2C1=NN(C2)C(C2=CC=CC=C2)(C2=CC=CC=C2)C2=CC=CC=C2)NOCC2=CC=CC=C2)C(=O)OC(C)(C)C